BrC1=C2C=C(NC2=C(C(=C1)C1=CCCN(C1)C(CCN1N=NC=C1)=O)F)C(=O)N1CCN(CC1)C1=NC=C(C=C1OC)F 1-(5-(4-bromo-7-fluoro-2-(4-(5-fluoro-3-methoxypyridin-2-yl)piperazine-1-carbonyl)-1H-indol-6-yl)-3,6-dihydropyridin-1(2H)-yl)-3-(1H-1,2,3-triazol-1-yl)propan-1-one